8-(3-fluoro-4-methoxyphenyl)-N-methyl-6,9-dioxo-5-(4-(trifluoromethyl)benzyl)-2,5,8-triazaspiro[3.5]nonane-2-carboxamide FC=1C=C(C=CC1OC)N1CC(N(C2(CN(C2)C(=O)NC)C1=O)CC1=CC=C(C=C1)C(F)(F)F)=O